CC1=NC(=CC=C1N1CCN(CC1)CC=1C(=C2NC(C=3N(C2=CC1)N=CC3)=O)F)C(NC)=O 7-((4-(2-methyl-6-(methylcarbamoyl)pyridin-3-yl)piperazin-1-yl)methyl)-6-fluoropyrazolo[1,5-a]quinoxalin-4(5H)-one